tert-butyl ((5-bromo-2-methyl-2H-1,2,3-triazol-4-yl)methyl)(ethyl)carbamate BrC=1C(=NN(N1)C)CN(C(OC(C)(C)C)=O)CC